N1C[C@@H](CCC1)NC(=O)OC(C)(C)C tert-butyl (R)-piperidine-3-carbamate